N1(CCC1)S(=O)(=O)[O-] azetidinesulfonate